FC1=CC=C(C=C1)N1N(C(C2=C(C=C(C=C12)NC1=NC=CC=C1)S(=O)(=O)C1=CC(=CC=C1)OC)=O)C1=CC=CC=C1 1-(4-fluorophenyl)-4-[(3-methoxyphenyl)sulfonyl]-2-phenyl-6-(pyridin-2-ylamino)-1,2-dihydro-3H-indazol-3-one